C(C1=CC=CC=C1)C12CN(CCC1=NN(C2=O)C2CC2)C(C(COCC2=CC=CC=C2)NC(C(C)(C)N)=O)=O N-(1-{3a-benzyl-2-cyclopropyl-3-oxo-4H,6H,7H-pyrazolo[4,3-c]pyridin-5-yl}-3-(benzyloxy)-1-oxopropan-2-yl)-2-amino-2-methylpropanamide